N-(5-(5-chloro-6-fluoro-7-isopropoxy-1H-indazol-4-yl)pyrazolo[1,5-a]pyridin-2-yl)-2-fluorocyclopropane-1-carboxamide ClC=1C(=C2C=NNC2=C(C1F)OC(C)C)C1=CC=2N(C=C1)N=C(C2)NC(=O)C2C(C2)F